ClC1=CC=C(C=C1)N1CCN(CC1)CC1=CC=C(C2=C1C=CO2)O 4-{[4-(4-chlorophenyl)piperazin-1-yl]methyl}-7-hydroxybenzofuran